2-(2-chlorophenyl)-N-(3-{[(dimethylamino)methylidene]Sulfamoyl}-4-[2-(propan-2-yloxy)pyridin-3-yl]Phenyl)acetamide ClC1=C(C=CC=C1)CC(=O)NC1=CC(=C(C=C1)C=1C(=NC=CC1)OC(C)C)S(N=CN(C)C)(=O)=O